N-((3',4'-difluoro-[1,1'-biphenyl]-3-yl)sulfonyl)-5-(4-fluorophenoxy)-1H-indole-2-carboxamide FC=1C=C(C=CC1F)C1=CC(=CC=C1)S(=O)(=O)NC(=O)C=1NC2=CC=C(C=C2C1)OC1=CC=C(C=C1)F